FC=1C(=NC=CC1)C=1C(=C(C=NC1)\C=N\NS(=O)(=O)C1=CC=C(C=C1)C)C N-[(E)-[5-(3-fluoro-2-pyridyl)-4-methyl-3-pyridyl]methyleneamino]-4-methyl-benzenesulfonamide